FC=1C=C(C=CC1NC1=NC=C2C=CC(=NC2=C1)[C@H](C)C1CCN(CC1)C)N1N=C(C=C1)CO |r| (R)- and (S)-[1-[3-fluoro-4-([2-[1-(1-methylpiperidin-4-yl)ethyl]-1,6-naphthyridin-7-yl]amino)phenyl]pyrazol-3-yl]methanol